3-[[2-(1,1-Difluoroethyl)-5-[3-(difluoromethoxy)-4-fluoro-phenyl]-3-pyridyl]methyl]-1,3-oxazinan-2-one FC(C)(F)C1=NC=C(C=C1CN1C(OCCC1)=O)C1=CC(=C(C=C1)F)OC(F)F